C1(CC1)C(=O)N1CCC(=CC1)C1=NC=CC2=CC=C(C=C12)OC1=CC=C(C=C1)C(F)(F)F cyclopropyl(4-(7-(4-(trifluoromethyl)phenoxy)isoquinolin-1-yl)-3,6-dihydropyridin-1(2H)-yl)methanone